oxygen pyrazolidine-3-carboxylic acid ethyl ester C(C)OC(=O)C1NNCC1.[O]